4-chloro-3-(p-tolyl)indolin-2-one ClC1=C2C(C(NC2=CC=C1)=O)C1=CC=C(C=C1)C